(4-(2-hydroxy-3-(isopropylamino)propoxy)-3-methoxyphenyl)propanal OC(COC1=C(C=C(C=C1)C(C=O)C)OC)CNC(C)C